4-({1-[2-(2,6-dioxopiperidin-3-yl)-4-fluoro-1-oxo-2,3-dihydro-1H-isoindol-5-yl]piperidin-4-yl}methyl)piperazin O=C1NC(CCC1N1C(C2=CC=C(C(=C2C1)F)N1CCC(CC1)CN1CCNCC1)=O)=O